thiophene-2-formamide Hydrochloride Cl.S1C(=CC=C1)C(=O)N